3-benzo[f]quinoxalinecarboxylic acid methyl ester COC(=O)C1=NC=2C=CC3=C(C2N=C1)C=CC=C3